C(C(C)C)(=O)OC[C@]1(O[C@H]([C@@H]([C@@H]1OC(=O)OCC)OC(=O)OCC)C1=CC=C2C(=NC=NN21)N)C#N ((2R,3S,4S,5S)-5-(4-aminopyrrolo[2,1-f][1,2,4]triazin-7-yl)-2-cyano-3,4-bis((ethoxycarbonyl)oxy)tetrahydrofuran-2-yl)methyl isobutyrate